NC1=C2C(=NC=N1)N(N=C2C2=CC=C1C=C(NC1=C2)C(=O)NCCC)C(C)(C)C 6-(4-amino-1-tert-butyl-pyrazolo[3,4-d]pyrimidin-3-yl)-N-propyl-1H-indole-2-carboxamide